7-Chloro-1-phenyl-10a-(trifluoromethyl)-2,3,10,10a-tetrahydroimidazo[1,2-b]isoquinolin-5(1H)-one ClC=1C=CC=2CC3(N(C(C2C1)=O)CCN3C3=CC=CC=C3)C(F)(F)F